[N+](=O)([O-])C1=CC=C(OC(=O)OCC2=CC=C(C=C2)NC(O[C@@H]2[C@H](CCCC2)SSC2=NC=CC=C2)=O)C=C1 (1S,2S)-2-(pyridin-2-yldisulfaneyl)cyclohexyl (4-((((4-nitrophenoxy)carbonyl)oxy)methyl)phenyl)carbamate